N,N-Dimethylpropanediamine CCC(N)N(C)C